N-(4-(5-(4-phenoxybutyl)-2,3,4,5-tetrahydro-1H-benzo[b][1,4]diazepine-1-Carbonyl)phenyl)-[1,1'-biphenyl]-2-carboxamide O(C1=CC=CC=C1)CCCCN1C2=C(N(CCC1)C(=O)C1=CC=C(C=C1)NC(=O)C=1C(=CC=CC1)C1=CC=CC=C1)C=CC=C2